N4-(4,4-difluorocyclohexyl)-2-(3,5-dimethyl-1H-pyrazol-1-yl)-N6-(1-(thiazol-2-yl)ethyl)pyrimidine-4,6-diamine FC1(CCC(CC1)NC1=NC(=NC(=C1)NC(C)C=1SC=CN1)N1N=C(C=C1C)C)F